COC1=CC=C(CN(S(=O)(=O)C2=CC=C3C=CC(=CC3=C2)NC(OC(C)(C)C)=O)C2(CC2)C)C=C1 tert-butyl (7-(N-(4-methoxybenzyl)-N-(1-methylcyclopropyl)sulfamoyl)naphthalen-2-yl)carbamate